BrCC1=NC=C(C=N1)C=1N(C=C(N1)C(F)(F)F)C 2-(Bromomethyl)-5-(1-methyl-4-(trifluoromethyl)-1H-imidazol-2-yl)pyrimidine